[1,1'-biphenyl]-4-yl-phosphinic acid C1(=CC=C(C=C1)P(O)=O)C1=CC=CC=C1